(2S,11aR)-2-(benzyloxy)-6-(((S)-1-((tert-butyldiphenylsilyl)oxy)propan-2-yl)oxy)-7-fluoro-8-Methyl-2,3,11,11a-tetrahydro-1H,5H-benzo[f]pyrrolo[2,1-c][1,4]oxazepin-5-one C(C1=CC=CC=C1)O[C@H]1C[C@@H]2COC3=C(C(N2C1)=O)C(=C(C(=C3)C)F)O[C@H](CO[Si](C3=CC=CC=C3)(C3=CC=CC=C3)C(C)(C)C)C